8-Amino-2-(4-phenoxyphenyl)-5,6-dihydro-4H-benzo[f]pyrazolo[1,5-a][1,3]diazepine-3-carboxamide NC=1C=CC2=C(CCNC=3N2N=C(C3C(=O)N)C3=CC=C(C=C3)OC3=CC=CC=C3)C1